CC1N(C2CCN(C12)C(=O)[O-])C(=O)[O-] 7-methyl-2,6-diazabicyclo[3.2.0]heptane-2,6-dicarboxylate